NC(CCCCCC)S 1-aminoheptane-1-thiol